methyl 4-[(3S)-4-[2-(4-bromophenyl)-2,6-diazaspiro[3.3]heptan-6-yl]-3-hydroxy-butyl]-2-cyano-benzoate BrC1=CC=C(C=C1)N1CC2(C1)CN(C2)C[C@H](CCC2=CC(=C(C(=O)OC)C=C2)C#N)O